N-(bis(4-(trifluoromethyl)phenyl)methyl)-2-oxo-6-(trifluoromethyl)-1,2-dihydropyridine-3-carboxamide FC(C1=CC=C(C=C1)C(NC(=O)C=1C(NC(=CC1)C(F)(F)F)=O)C1=CC=C(C=C1)C(F)(F)F)(F)F